COC1OC(C=2CCC(CC12)C1=CC=C(C=C1)OC)=O 3-methoxy-5-(4-methoxyphenyl)-4,5,6,7-tetrahydroisobenzofuran-1(3H)-one